4-[1-hydroxy-2-(2-methoxyphenylamino)ethyl]-1,3-dihydroimidazol-2-one OC(CNC1=C(C=CC=C1)OC)C=1NC(NC1)=O